C(C)(C)(C)C1=CC=C(C=C1)NCC(CC1=NNC(N1)=O)O 3-[3-(4-tert-Butylphenylamino)-2-hydroxypropyl]-1H-1,2,4-triazol-5(4H)-one